FC1=C(C=C2CN(C(C2=C1)=O)C1C(NC(CC1)=O)=O)N1CCC(CC1)CN1CCNCC1 3-[6-fluoro-1-oxo-5-[4-(piperazin-1-ylmethyl)-1-piperidinyl]isoindolin-2-yl]piperidine-2,6-dione